(S)-4-(1-acryloylpiperidin-3-yl)-3-(difluoromethyl)-5-fluoro-2-methyl-1H-indole-7-carboxamide C(C=C)(=O)N1C[C@@H](CCC1)C1=C2C(=C(NC2=C(C=C1F)C(=O)N)C)C(F)F